4'-cyano-2'-(4-methyl-1,2,4-triazol-3-yl)-[1,1'-biphenyl]-3-carboxamide C(#N)C1=CC(=C(C=C1)C1=CC(=CC=C1)C(=O)N)C1=NN=CN1C